[N+](#[C-])C1=C(C(=C)C(F)(F)F)C=CC=C1 o-isocyano-alpha-trifluoromethyl-styrene